3,5-difluoro-4-(6-methoxy-2-phenyl-3,4-dihydronaphthalen-1-yl)phenol FC=1C=C(C=C(C1C1=C(CCC2=CC(=CC=C12)OC)C1=CC=CC=C1)F)O